isopropyl 3,5-difluoro-4-[1-isopropyl-4-(trifluoromethyl)imidazol-2-yl]benzoate FC=1C=C(C(=O)OC(C)C)C=C(C1C=1N(C=C(N1)C(F)(F)F)C(C)C)F